FC(CC=1C=C2C(=NC=NC2=CC1)N1CC2(C1)CCN(CC2)CC=2C=C1C=C(NC1=CC2)C#N)(F)F 5-({2-[6-(2,2,2-trifluoroethyl)quinazolin-4-yl]-2,7-diazaspiro[3.5]non-7-yl}methyl)-1H-indole-2-carbonitrile